C1(=CC=CC=C1)C=1NC2=C(N1)C=CC(=C2)S(=O)(=O)O 2-Phenylbenzimidazol-5-sulfonic acid